C(C1=CC=CC=C1)(=O)[C@H]1[C@@H](C1)C(\C=C(\C1=CC=CC=C1)/NS(=O)(=O)C1=CC=C(C=C1)C)=O N-((Z)-3-((1R,2R)-2-benzoylcyclopropyl)-3-oxo-1-phenylpropan-1-en-1-yl)-4-methylbenzenesulfonamide